S1C=NC=C1N1CCN(CCC1)C(=O)OC(C)(C)C tert-butyl 4-(thiazol-5-yl)-1,4-diazepane-1-carboxylate